1-(1-(6-Chloro-1-oxo-1,2-dihydroisoquinolin-4-yl)ethyl)-3-(3-chloro-4-fluorophenyl)-1-methylurea ClC=1C=C2C(=CNC(C2=CC1)=O)C(C)N(C(=O)NC1=CC(=C(C=C1)F)Cl)C